CN1N=C(C2=CC=CC(=C12)N1CCNCC1)N1C(NC(CC1)=O)=O 1-(1-methyl-7-piperazin-1-yl-indazol-3-yl)hexahydropyrimidine-2,4-dione